C[C@@H]1NCC[C@@H](C1)C1=NN=CN1C |r| (rac)-cis-2-methyl-4-(4-methyl-4H-1,2,4-triazol-3-yl)piperidine